C1(=CC(=CC=C1)/C=C/C(=O)C1CN(CC1)C(=O)OC(C)(C)C)C1=CC=CC=C1 tert-butyl (E)-3-(3-([1,1'-biphenyl]-3-yl)acryloyl)pyrrolidine-1-carboxylate